Octane-1-carboxylic acid benzyl ester C(C1=CC=CC=C1)OC(=O)CCCCCCCC